NC1=NC=2C=CC(=CC2C2=C1[C@H](OC2)C)C(=O)N2CC(C2)C2=NC=C(C=C2)C(F)(F)F ((3R)-4-amino-3-methyl-1,3-dihydrofuro[3,4-c]quinolin-8-yl)(3-(5-(trifluoromethyl)-2-pyridinyl)-1-azetidinyl)methanone